tert-butyl((6-cyclopropyl-8-(3-methyl-2,4-dioxoimidazolidin-1-yl)imidazo[1,2-a]pyridin-2-yl)methyl-d2)carbamate C(C)(C)(C)OC(NC([2H])([2H])C=1N=C2N(C=C(C=C2N2C(N(C(C2)=O)C)=O)C2CC2)C1)=O